C(#N)C(C(=O)N(C)C=1C=NC(=C(C1)S(=O)(=O)CC)C1=NC2=C(C=NC(=C2)C(F)(F)F)N1C)(C)C 2-cyano-N-[5-ethylsulfonyl-6-[3-methyl-6-(trifluoromethyl)imidazo[4,5-c]pyridin-2-yl]-3-pyridinyl]-N,2-dimethyl-propionamide